(S)-3-((3-(2-(4-chlorophenyl)-2-hydroxyethyl)-1,2,4-oxadiazol-5-yl)methyl)-5,6-dimethylpyrimidine-2,4(1H,3H)-dione ClC1=CC=C(C=C1)[C@H](CC1=NOC(=N1)CN1C(NC(=C(C1=O)C)C)=O)O